(5-((2-(Nicotinoyloxy)ethyl)amino)-5-oxopentyl)triphenylphosphonium (S)-benzyl-2-hydroxy-2-(1-hydroxycyclopropyl)acetate C(C1=CC=CC=C1)OC([C@H](C1(CC1)O)O)=O.C(C1=CN=CC=C1)(=O)OCCNC(CCCC[P+](C1=CC=CC=C1)(C1=CC=CC=C1)C1=CC=CC=C1)=O